8-Chloro-3-(tetrahydro-furan-2-yl)-indolizine-1-carboxylic acid (4,4-difluoro-1-hydroxy-cyclohexyl-methyl)-amide FC1(CCC(CC1)(O)CNC(=O)C=1C=C(N2C=CC=C(C12)Cl)C1OCCC1)F